4-(dimethylamino)but-2-enamid CN(CC=CC(=O)N)C